C(C1=CC=CC=C1)OC1=C(C(=O)O)C=C(C(=C1)OC)Cl 2-(benzyloxy)-5-chloro-4-methoxybenzoic acid